C(CC)N(CCC)CCCCN(CCCCN(CCC)CCC)CCCCN(CCC)CCC tris[4-(N,N-Dipropylamino)butyl]amin